C(CCC)C=1N(OC2([NH+]1)CC1CC1C2)CC2=CC(=C(C=C2)C=2C(=CC=CC2)S(=O)(=O)NC2=NOC(=C2Cl)C)COCC 4'-((2'-Butyl-5'-oxaspiro[bicyclo[3.1.0]hexane-3,4'-imidazolium]-1'(5'H)-yl)methyl)-N-(4-Chloro-5-methylisoxazol-3-yl)-2'-(ethoxymethyl)-[1,1'-biphenyl]-2-sulfonamide